C(#N)C1=CC2=C([C@@H](CO2)NC([O-])=O)C=C1 [(3S)-6-cyano-2,3-dihydro-1-benzofuran-3-yl]carbamate